tert-butyl 3-acridinecarboxylate hydrochloride Cl.C1=CC(=CC2=NC3=CC=CC=C3C=C12)C(=O)OC(C)(C)C